C(C=C)(=O)NCC(=O)N(C)C=C acrylamido-N-vinyl-N-methylacetamide